7-cyclopropoxy-4-hydroxyquinazoline C1(CC1)OC1=CC=C2C(=NC=NC2=C1)O